FC(OC1=C(C=CC(=C1)F)[C@@H]1[C@H](O[C@@]([C@@H]1C)(C(F)(F)F)C)C(=O)NC1=CC(=NC=C1)C(=O)NC)F |o1:10,11,13,14| rel-(2S,3R,4R,5S)-4-[[3-[2-(difluoromethoxy)-4-fluorophenyl]-4,5-dimethyl-5-(trifluoromethyl)tetrahydrofuran-2-carbonyl]amino]-N-methylpyridine-2-carboxamide